C[Si](N([Si](C)(C)C)CCC[Si](OC)(OC)OC)(C)C 3-[N,N-bis(trimethylsilyl)amino]propyltrimethoxysilane